[Si](C)(C)(C(C)(C)C)OC1=CC(=C(C=C1)N=C(N)C1=C(C=2N(N=C1)C=C(C2)B2OC(C(O2)(C)C)(C)C)N[C@@H]2COCC2)CC N'-[4-[(tert-butyldimethylsilyl)oxy]-2-ethylphenyl]-4-[[(3S)-tetrahydrofuran-3-yl]amino]-6-(4,4,5,5-tetramethyl-1,3,2-dioxaborolan-2-yl)pyrrolo[1,2-b]pyridazine-3-carboximidamide